O(C1=CC=CC=C1)C1=C(C=CC=C1)/C=C/C(=O)N1C(SCC1)=O (E)-3-(3-(2-phenoxyphenyl)acryloyl)thiazolidin-2-one